FC=1C(=CC=2C3=C(N(C(C2C1)=O)CCNC(OCC1=CC=CC=C1)=O)COCC3NC)F Benzyl (2-(8,9-difluoro-1-(methylamino)-6-oxo-1,2,4,6-tetrahydro-5H-pyrano[3,4-c]isoquinolin-5-yl)ethyl)carbamate